NCCC(CO)CSCC1=CC=CC=C1 4-amino-2-((benzylthio)methyl)butan-1-ol